(1-ethyl-2,3,4,5-tetramethylcyclopentadienyl)(2-propylindenyl)zirconium dichloride [Cl-].[Cl-].C(C)C1(C(=C(C(=C1C)C)C)C)[Zr+2]C1C(=CC2=CC=CC=C12)CCC